FC1(CCN(CC1)C(=O)[C@H]1CN(CCC1)S(=O)(=O)C1=CC=C(C=C1)S(=O)(=O)C)F (R)-(4,4-difluoropiperidin-1-yl)(1-((4-(methylsulfonyl)phenyl)sulfonyl)piperidin-3-yl)methanone